2-Phenoxy-1,4-dimethyl-benzene O(C1=CC=CC=C1)C1=C(C=CC(=C1)C)C